6-(4-(1H-pyrazol-1-yl)benzyl)-N-((1S,2S)-2-hydroxycyclopentyl)-5-oxo-5,6-dihydropyrido[3,4-b]pyrazine-8-carboxamide N1(N=CC=C1)C1=CC=C(CN2C(C3=NC=CN=C3C(=C2)C(=O)N[C@@H]2[C@H](CCC2)O)=O)C=C1